ClC1=CC(=C(C=N1)C1=NC=C(C=C1F)CN1C[C@H](CCC1)O)F (S)-1-((6'-Chloro-3,4'-difluoro-[2,3'-bipyridin]-5-yl)methyl)piperidin-3-ol